COC(C1=C(C=C(C=C1)[N+](=O)[O-])F)=O.C(C)O[Si](CCCCCCCCCCCC[Si](OCC)(OCC)OCC)(OCC)OCC 1,12-bis(triethoxysilyl)dodecane methyl-2-fluoro-4-nitro-benzoate